Z-biphenyl C1(=CC=CC=C1)C1=CC=CC=C1